FC1=CC=C(C=C1)C1=CC(=C(N=N1)N=CN(C)C)C N'-(6-(4-fluorophenyl)-4-methylpyridazin-3-yl)-N,N-dimethylformamidine